COC1=CC(=NC=C1N1CCNCC1)C(=O)N[C@H]1COCC1 (R)-4-methoxy-5-(piperazin-1-yl)-N-(tetrahydrofuran-3-yl)picolinamide